(1-methyl-1H-indazol-7-yl)methanone CN1N=CC2=CC=CC(=C12)C=O